(R)-2-hydroxy-3-((S)-2-(4-phosphonophenyl)-2-(pyrazolo[1,5-a]pyrimidine-6-carboxamido)acetamido)-3,4-dihydro-2H-benzo[e][1,2]oxaborinine-8-carboxylic acid OB1OC2=C(C[C@@H]1NC([C@@H](NC(=O)C=1C=NC=3N(C1)N=CC3)C3=CC=C(C=C3)P(=O)(O)O)=O)C=CC=C2C(=O)O